C(CCCCCCC\C=C/CCCCCCCC)(=O)OC=1C=C(C(=O)N)C=CC1OC(CCCCCCC\C=C/CCCCCCCC)=O 3,4-bis[oleoyloxy]-benzamide